5alpha-androstan-3,17-dione C[C@@]12C(CC[C@H]1[C@@H]1CC[C@H]3CC(CC[C@]3(C)[C@H]1CC2)=O)=O